1-(3-(4-fluoro-3-methyl-2,5,7,8-tetrahydro-6H-pyrazolo[4',3':4,5]pyrrolo[1,2-a]pyrazin-6-yl)-3-oxopropoxy)propan FC=1C=2C(N3C1CN(CC3)C(CCOCCC)=O)=NNC2C